(3S)-1-acetyl-N-(((2S,5R)-6-hydroxy-7-oxo-1,6-diazabicyclo[3.2.1]oct-2-yl)(imino)methyl)piperidine-3-carboxamide C(C)(=O)N1C[C@H](CCC1)C(=O)NC(=N)[C@H]1N2C(N([C@H](CC1)C2)O)=O